2-[6-(ethylamino)-4-[4-(4-methyl-1,2,4-triazol-3-yl)-1-propylpyrazol-3-yl]pyridin-2-yl]-4-(trifluoromethyl)-3H-isoindol-1-one C(C)NC1=CC(=CC(=N1)N1C(C2=CC=CC(=C2C1)C(F)(F)F)=O)C1=NN(C=C1C1=NN=CN1C)CCC